C(C=C)(=O)N1CC2(C1)CN(CC2)C2=NC(=NC(=C2)C=2C(=CC=C1C=NN(C21)C2CC2)C)OCC2=NC=CC=C2 4-(2-acryloyl-2,6-diazaspiro[3.4]octan-6-yl)-6-(1-cyclopropyl-6-methyl-1H-indazol-7-yl)-2-(pyridin-2-ylmethoxy)pyrimidine